ClC=1C=C2C(=CNC2=CC1)CCCNS(=O)(=O)C1=CC=C(C=C1)NC1=CC=C(C=C1)N1CCN(CC1)C N-(3-(5-chloro-1H-indol-3-yl)propyl)-4-((4-(4-methylpiperazin-1-yl)phenyl)amino)benzenesulfonamide